CC=1OC(=CC1C(=O)NC1=NC(=NS1)CC(C)=O)C1=CC2=CC=CC=C2C=C1 2-Methyl-5-(naphthalen-2-yl)-N-(3-(2-oxopropyl)-1,2,4-thiadiazol-5-yl)furan-3-carboxamide